ClC1=CC=C(C=C1)C=1SC2=C(N1)CC[C@@]1([C@H]3CC[C@]4([C@H]([C@@H]3CC[C@H]12)CCC4=O)C)C (5aR,5bS,7aS,10aS,10bR,12aR)-2-(4-chlorophenyl)-5a,7a-dimethyl-4,5,5a,5b,6,7,7a,9,10,10a,10b,11,12,12a-tetradecahydro-8H-cyclopenta[7,8]phenanthro[2,1-d]thiazol-8-one